C(CCCCCCC\C=C/CCCCCCCC)(=O)NCCS(=O)(=O)O N-oleoyl-taurine